(2-(4-Fluoro-3-methylphenyl)pyridin-3-yl)-1-isopropyl-1H-benzo[d]imidazole FC1=C(C=C(C=C1)C1=NC=CC=C1C1=NC2=C(N1C(C)C)C=CC=C2)C